C(C)(C)(C)OC(=O)N1[C@H]2CN(C[C@@H]1CC2)CC(=O)O 2-((1R,5S)-8-(tert-butoxycarbonyl)-3,8-diazabicyclo[3.2.1]oct-3-yl)acetic acid